N-benzoyl-α-benzyloxy-e-caprolactam C(C1=CC=CC=C1)(=O)N1C(C(CCCC1)OCC1=CC=CC=C1)=O